4-(4-amino-6-(4-(2-fluoroacrylamido)phenyl)pyrazolo[5,1-f][1,2,4]triazin-5-yl)-N-(1-cyanocyclopropyl)-2-methoxybenzamide NC1=NC=NN2C1=C(C(=N2)C2=CC=C(C=C2)NC(C(=C)F)=O)C2=CC(=C(C(=O)NC1(CC1)C#N)C=C2)OC